(7-(3-chlorophenyl)-1H-indazol-3-yl)(piperidin-1-yl)methanone ClC=1C=C(C=CC1)C=1C=CC=C2C(=NNC12)C(=O)N1CCCCC1